2-(Butyloxy)propionic acid butyl ester C(CCC)OC(C(C)OCCCC)=O